NCCCCCN(C1=CC=C(C=C1)C1(CC1)C#N)C1=C(C=CC(=C1)C=1C(=NOC1C)C)C 4-((5-Aminopentyl)(5-(3,5-dimethylisoxazol-4-yl)-2-methylphenyl)amino)phenylcyclopropanecarbonitrile